7-isopropoxy-2-((1S,4R)-1-methyl-2-oxabicyclo[2.2.1]heptan-4-yl)-N-(1-(2-methylcyclopropyl)-2-oxo-1,2-dihydropyridin-3-yl)imidazo[1,2-a]pyridine-6-carboxamide C(C)(C)OC1=CC=2N(C=C1C(=O)NC=1C(N(C=CC1)C1C(C1)C)=O)C=C(N2)[C@@]21CO[C@@](CC2)(C1)C